BrC=1C=C(C(=NC1)N)C=1OC(=NN1)C1=C(C=CC(=C1)F)F 5-bromo-3-(5-(2,5-difluorophenyl)-1,3,4-oxadiazol-2-yl)pyridin-2-amine